decylene carbonate C1(OCCCCCCCCCCO1)=O